Chloroiodoxyquinol ClC=1C(=C(O)C=CC1O)I(=O)=O